acrylamido-2-methylpropenesulfonic acid C(C=C)(=O)NC(=C(C)C)S(=O)(=O)O